CC(C=O)CCCCC 2-METHYLHEPTANAL